ClC1=C(CNC(=O)[C@]2(C=3C=CC=NC3[C@@](CC2)(CO)O)F)C(=CC(=C1)F)CO (5s,8s)-N-(2-chloro-4-fluoro-6-(hydroxymethyl)benzyl)-5-fluoro-8-hydroxy-8-(hydroxymethyl)-5,6,7,8-tetrahydroquinoline-5-carboxamide